[Si](C)(C)(C(C)(C)C)C#CC1=CC(=C(C(=N1)C)B1OC(C(O1)(C)C)(C)C)C 6-((tert-butyldimethylsilyl)ethynyl)-2,4-dimethyl-3-(4,4,5,5-tetramethyl-1,3,2-dioxaborolan-2-yl)pyridine